C(C)(C)[Zn] isopropyl-Zinc